C(C)(C)(C)OC(=O)N1C(CC(CC1)N(C)C)=O N-tert-butoxycarbonyl-4-dimethylaminopiperidone